[Br-].C(C1=CC=CC=C1)[N+]1=CC=C(C=C1)OC1CC(C1)OCC1=CC=CC=C1 1-benzyl-4-(3-benzyloxycyclobutoxy)pyridine-1-ium bromide